5-hydroxy-1,4-naphthoquinoneethanol OC1=C2C(C=C(C(C2=CC=C1)=O)CCO)=O